6-(2-hydroxy-2-(2'-(trifluoromethyl)-[1,1'-biphenyl]-3-yl)acetyl)-2-(1-phenylcyclopropyl)-5,6,7,8-tetrahydropyrido[4,3-d]pyrimidin-4(3H)-one OC(C(=O)N1CC2=C(N=C(NC2=O)C2(CC2)C2=CC=CC=C2)CC1)C=1C=C(C=CC1)C1=C(C=CC=C1)C(F)(F)F